(R)-1-((S)-5H-imidazo[5,1-a]isoindol-5-yl)-1-(1H-imidazol-2-yl)ethan-1-ol C=1N=CN2C1C1=CC=CC=C1[C@H]2[C@@](C)(O)C=2NC=CN2